ClC1=CC(=C(C=C1)C=1C(=C(C(=O)OCC)C=C(N1)N1CC(OCC1)C=1C=NN(C1)C1CC1)C=O)F ethyl 2-(4-chloro-2-fluorophenyl)-6-(2-(1-cyclopropyl-1H-pyrazol-4-yl)morpholino)-3-formylisonicotinate